C(C)(C)(C)N1N=C(N=N1)C(=O)NCC1=C(C=C(C=C1)C1=C(C=NC=C1)N1C(CCC(C1)NC)=O)C 2-(tert-butyl)-N-(2-methyl-4-(3-(5-(methylamino)-2-oxopiperidin-1-yl)pyridin-4-yl)benzyl)-2H-tetrazole-5-carboxamide